FC1=CC=C(C=C1)SC=C(C1=CC=CC=C1)NC(C(=C)C)=O N-(2-((4-fluorophenyl)thio)-1-phenylvinyl)methacrylamide